1-(cyanomethyl)tetrahydro-1H-thiophen-1-ium bromide tert-butyl-4-((1-(4-aminophenyl)piperidin-4-yl)methyl)piperazine-1-carboxylate C(C)(C)(C)OC(=O)N1CCN(CC1)CC1CCN(CC1)C1=CC=C(C=C1)N.[Br-].C(#N)C[S+]1CCCC1